C(CCCCC(=O)OC1=CC=C(C=C1)C)(=O)OC1=CC=C(C=C1)C Di(4-MethylPhenyl) Adipate